(4-(3-methyltetrahydrofuran-3-yl)piperazin-1-yl)-1H-indazole CC1(COCC1)N1CCN(CC1)N1N=CC2=CC=CC=C12